dipentaerythritol tetrakis(3-mercaptopropionate) SCCC(=O)OCC(COC(CCS)=O)(COCC(COC(CCS)=O)(COC(CCS)=O)CO)CO